5-CHLORo-PYRIDIN ClC=1C=CC=NC1